3-amino-6-bromo-7-chloro-4-(7-fluoro-1H-indazol-4-yl)-1H-benzo[h]quinolin-2-one NC=1C(NC2=C3C(=C(C=C2C1C1=C2C=NNC2=C(C=C1)F)Br)C(=CC=C3)Cl)=O